N-(3,4-dichlorophenyl)-1,3-dihydro-6,8-dimethoxy-4-methyl-2H-pyrrolo[3,4-c]quinoline-2-carboxamide ClC=1C=C(C=CC1Cl)NC(=O)N1CC=2C(=NC=3C(=CC(=CC3C2C1)OC)OC)C